CN1C(N(C2=C1C(=CC=C2)CC2CCN(CC2)C2CCNCC2)C2CNCCC2)=O 3-[3-methyl-2-oxo-4-[[1-(4-piperidyl)-4-piperidyl]methyl]benzimidazol-1-yl]piperidine